2-(difluoromethyl)-N-[(3R)-3-ethyl-1,1-dimethyl-indan-4-yl]Pyridine-3-carboxamide FC(C1=NC=CC=C1C(=O)NC1=C2[C@@H](CC(C2=CC=C1)(C)C)CC)F